OC=1C=C2C(=CNC2=CC1)CC(=O)[O-] 5-Hydroxy-3-indoleacetate